C12CNCC(CC1)N2C=2N=C(C1=C(N2)CCN(C1)C)NC=1C=C2C=NNC2=CC1 2-(3,8-diazabicyclo[3.2.1]oct-8-yl)-N-(1H-indazol-5-yl)-6-methyl-5,6,7,8-tetrahydropyrido[4,3-d]pyrimidin-4-amine